FC1(C(C2=CC=CC=C2[C@@]12CC1(OCCO1)CCC2)O)F (1R)-2,2-difluoro-2,3-dihydrodispiro[indene-1,1'-cyclohexane-3',2''-[1,3]dioxolan]-3-ol